2-((S)-1-propenoyl-4-(2-(((S)-1-methylpyrrolidin-2-yl)methoxy)-7-(naphthalen-1-ylmethyl)imidazo[2,1-f][1,2,4]triazin-4-yl)piperazin-2-yl)acetonitrile C(C=C)(=O)N1[C@H](CN(CC1)C1=NC(=NN2C1=NC=C2CC2=CC=CC1=CC=CC=C21)OC[C@H]2N(CCC2)C)CC#N